(±)-N-(6-Chloro-5-cyanopyridin-2-yl)-1-fluoro-6,7,8,9-tetrahydro-5H-5,8-epiminocyclohepta[c]pyridine-10-carboxamide ClC1=C(C=CC(=N1)NC(=O)N1C2CCC1CC=1C(=NC=CC12)F)C#N